N-(4-(2,4-difluorophenoxy)-3-(5-iodo-4-methoxy-1-methyl-6-oxo-1,6-dihydropyridin-3-yl)phenyl)ethyl-sulfonamide FC1=C(OC2=C(C=C(C=C2)CCNS(=O)=O)C2=CN(C(C(=C2OC)I)=O)C)C=CC(=C1)F